FC=1C=C(C=C(C1C)F)[C@@H]1CCC2=NN(C(N21)=O)C21CC(C2)(C1)C#N (S)-3-(5-(3,5-difluoro-4-methylphenyl)-3-oxo-6,7-dihydro-3H-pyrrolo[2,1-c][1,2,4]triazol-2(5H)-yl)bicyclo[1.1.1]pentane-1-carbonitrile